ethyl 6-[(6-chloropyrazolo[4,3-c]pyridin-1-yl)methyl]-2-(3,4-dichlorophenyl)-1-ethyl-4-oxo-pyridine-3-carboxylate ClC1=CC2=C(C=N1)C=NN2CC2=CC(C(=C(N2CC)C2=CC(=C(C=C2)Cl)Cl)C(=O)OCC)=O